benzyl 4-(4-(tert-butoxycarbonyl)benzyl)piperazine-1-carboxylate C(C)(C)(C)OC(=O)C1=CC=C(CN2CCN(CC2)C(=O)OCC2=CC=CC=C2)C=C1